C1(CCCC1)N1N=C(C=2C1=NC=NC2N)C2=CC1=CC=CC=C1C=C2 1-cyclopentyl-3-(naphthalen-2-yl)-1H-pyrazolo[3,4-d]pyrimidin-4-amine